4-(2-hydroxyethanesulfonylamino)-2-(6-azaspiro[2.5]octane-6-yl)-N-(7,8,9,10-tetrahydro-6H-benzo[4,5]imidazo[1,2-a]azepin-4-yl)benzamide OCCS(=O)(=O)NC1=CC(=C(C(=O)NC2=CC=CC3=C2N=C2N3CCCCC2)C=C1)N1CCC2(CC2)CC1